(1S,1'S,2R,2'R)-2,2'-(octane-1,8-diylbis(oxy))bis(2,3-dihydro-1H-inden-1-amine) C(CCCCCCCO[C@H]1[C@H](C2=CC=CC=C2C1)N)O[C@H]1[C@H](C2=CC=CC=C2C1)N